C1(=CC=CC=C1)C1=CC(N(C(C1)C1=CC=CC=C1)S(=O)(=O)C1=CC=C(C)C=C1)=O 4,6-Diphenyl-1-p-toluenesulfonyl-5,6-dihydropyridin-2(1H)-one